C(#N)C1(CCN(CC1)C1=C(C=NC2=CC=C(C=C12)F)C(=O)NC=1C=NN(C1)CC(=O)N(C)C)C1=CC=CC=C1 4-(4-cyano-4-phenylpiperidin-1-yl)-N-(1-(2-(dimethylamino)-2-oxoethyl)-1H-pyrazol-4-yl)-6-fluoroquinoline-3-carboxamide